(2-hydroxyethoxy) phenyl-(2-hydroxy-2-propyl) ketone C1(=CC=CC=C1)CC(C)(O)C(=O)OCCO